3-(3-(4-(2,3-dichlorophenyl)piperazin-1-yl)propyl)-9-methyl-3,5-dihydro-2H-chromeno[4,3-d]pyrimidin-2-one ClC1=C(C=CC=C1Cl)N1CCN(CC1)CCCN1C(N=C2C(=C1)COC=1C=CC(=CC12)C)=O